COC1=C(C(=O)Cl)C=CC=C1 o-methoxybenzoyl chloride